C1=CC=C(C=2C3=CC=CC=C3C=CC12)NC1=CC=C(C=C1)C N-(4-phenanthryl)-4-methylaniline